BrC=1C(=NN(C1)CCOC)C(=O)O 4-bromo-1-(2-methoxyethyl)pyrazole-3-carboxylic acid